FC1=C2C(=NC=3N(C2=CC=C1)C(=NN3)C)N3C(CCC1=C(C=CC=C31)C#CC3(CC3)C(F)(F)F)C 6-fluoro-1-methyl-5-(2-methyl-5-((1-(trifluoromethyl)cyclopropyl)ethynyl)-3,4-dihydroquinolin-1(2H)-yl)-[1,2,4]triazolo[4,3-a]quinazoline